2-[(1S,2S)-2-(2,5-difluorophenyl)cyclopropyl]-4,4,5,5-tetramethyl-1,3,2-dioxaborolane FC1=C(C=C(C=C1)F)[C@@H]1[C@H](C1)B1OC(C(O1)(C)C)(C)C